bis(2-hexyldecyl) 6,6'-((2-((4-octanamidobutyl)amino)ethyl)azanediyl)dihexanoate C(CCCCCCC)(=O)NCCCCNCCN(CCCCCC(=O)OCC(CCCCCCCC)CCCCCC)CCCCCC(=O)OCC(CCCCCCCC)CCCCCC